7-(7-(8-Ethyl-7-fluoro-3-hydroxynaphthalen-1-yl)-8-fluoro-2-(((2R,7aS)-2-fluorotetrahydro-1H-pyrrolizin-7a(5H)-yl)methoxy)quinazolin-4-yl)-1-oxa-3,7-diazaspiro[4.5]decan-2-one C(C)C=1C(=CC=C2C=C(C=C(C12)C1=CC=C2C(=NC(=NC2=C1F)OC[C@]12CCCN2C[C@@H](C1)F)N1CC2(CNC(O2)=O)CCC1)O)F